CIS-N-(4-AMINOCYCLOHEXYL)-4-FLUORO-BENZAMIDE N[C@H]1CC[C@H](CC1)NC(C1=CC=C(C=C1)F)=O